ClC1=CC=C(C(=N1)OCC(F)(F)F)[N+](=O)[O-] 6-chloro-3-nitro-2-(2,2,2-trifluoroethoxy)pyridine